C1(CC1)NC(CN1N=C(N2C(C1=O)=CC1=C2C=C(S1)C)C(C)C)=O N-Cyclopropyl-2-(5-isopropyl-2-methyl-8-oxothieno[2',3':4,5]pyrrolo[1,2-d][1,2,4]triazin-7(8H)-yl)acetamid